FC=1C=C(C=NC1)CN1N=C(C=CC1=O)C=1C=NC(=NC1)OCCOC(F)(F)F 2-((5-fluoropyridin-3-yl)methyl)-6-(2-(2-(trifluoromethoxy)ethoxy)pyrimidin-5-yl)pyridazin-3(2H)-one